C(C=C)C1=C(C=CC(=C1)F)NC1=CC(=NC=C1C(=O)O)C(F)(F)F 4-((2-allyl-4-fluorophenyl)amino)-6-(trifluoromethyl)nicotinic acid